2-(4-cyclopropylphenyl)-1-indenone C1(CC1)C1=CC=C(C=C1)C=1C(C2=CC=CC=C2C1)=O